4-[8-methyl-4-oxo-2-thieno[2,3-c]pyridin-5-yl-3-(2-trimethylsilyl-ethoxymethyl)-3,4-dihydro-quinazolin-6-yloxymethyl]-piperidine-1-carboxylic acid tert-butyl ester C(C)(C)(C)OC(=O)N1CCC(CC1)COC=1C=C2C(N(C(=NC2=C(C1)C)C=1C=C2C(=CN1)SC=C2)COCC[Si](C)(C)C)=O